tert-Butyl 2-[1-(3,6-dimethyl-4-oxo-2-pyrazolo[1,5-a]pyridin-6-yl-chromen-8-yl)ethylamino]benzoate CC1=C(OC2=C(C=C(C=C2C1=O)C)C(C)NC1=C(C(=O)OC(C)(C)C)C=CC=C1)C=1C=CC=2N(C1)N=CC2